racemic-9-benzyl-8-(2-chloro-4-((1-methylazepan-4-yl)oxy)phenyl)-6-(1-methylcyclopropoxy)-9H-purine C(C1=CC=CC=C1)N1C2=NC=NC(=C2N=C1C1=C(C=C(C=C1)O[C@H]1CCN(CCC1)C)Cl)OC1(CC1)C |r|